(3-hydroxybenzylidene)-1H-1,2,3-triazole-4-carbohydrazide OC=1C=C(C=NNC(=O)C=2N=NNC2)C=CC1